C(C)C(C(C)C)CCC(CCCC(C)C)C 3-ethyl-2,6,10-trimethylundecane